COC1=CC=C(COC=2C(=NC=C(C2)C=2NC=C(C2)C(F)(F)F)OCC2=CC=C(C=C2)COC)C=C1 ((4-methoxybenzyl)oxy)-2-((4-(methoxymethyl)benzyl)oxy)-5-(4-(trifluoromethyl)-1H-pyrrol-2-yl)pyridine